(4-(9-ethyl-2-(3-(1-methyl-1H-pyrazol-3-yl)phenyl)-8-(pyridin-4-yl)-9H-purin-6-yl)morpholin-3-yl)methanol C(C)N1C2=NC(=NC(=C2N=C1C1=CC=NC=C1)N1C(COCC1)CO)C1=CC(=CC=C1)C1=NN(C=C1)C